CC1=CC=C(C=C1)S(=O)(=O)OCCCCCCCCNC1=C2C(N(C(C2=CC=C1)=O)C1C(NC(CC1)=O)=O)=O 8-[[2-(2,6-dioxo-3-piperidyl)-1,3-dioxo-isoindolin-4-yl]amino]octyl 4-methylbenzenesulfonate